CC1(OC2=CC=CC(=C2C(C1)NC(=O)[C@H]1[C@@H](C1)CN1C(NC(CC1=O)(C)C)=[NH2+])OC(F)(F)F)C [1-[[(1R,2R)-2-[[2,2-dimethyl-5-(trifluoromethoxy)chroman-4-yl]carbamoyl]cyclopropyl]methyl]-4,4-dimethyl-6-oxo-hexahydropyrimidin-2-ylidene]ammonium